C(C)N(S(=O)(=O)NC=1C(=C(C(=O)C2=CNC3=NC=C(C=C32)C=3C=NC(=NC3)N3C[C@H](CC3)C(=O)OC(C)(C)C)C(=CC1)F)F)C tert-butyl (3S)-1-[5-[3-[3-[[ethyl(methyl)sulfamoyl] amino]-2,6-difluoro-benzoyl]-1H-pyrrolo[2,3-b]pyridin-5-yl]pyrimidin-2-yl]pyrrolidine-3-carboxylate